2-formyl-8-azaspiro[4.5]decane C(=O)C1CC2(CC1)CCNCC2